tert-Butyl (2-(6-chloro-3-(4-chlorobenzimidamido)-9-tosyl-9H-carbazol-1-yl)ethyl)carbamate ClC=1C=C2C=3C=C(C=C(C3N(C2=CC1)S(=O)(=O)C1=CC=C(C)C=C1)CCNC(OC(C)(C)C)=O)NC(C1=CC=C(C=C1)Cl)=N